FC1=C(C=CC(=C1)C(=O)N1[C@@H](C\C(\C1)=N/OC)CO)C1=C(C(=CC=C1)C#N)C (S,E)-2'-Fluoro-4'-(2-(hydroxymethyl)-4-(methoxyimino)pyrrolidine-1-carbonyl)-2-methyl-[1,1'-biphenyl]-3-carbonitrile